O1C(=CC=C1)C(=O)[O-].O1C(=CC=C1)C(=O)[O-].[Na+].[Na+] sodium difuranate